OC(CN1C(CCCCC1)=O)CO 1-(2,3-dihydroxypropyl)azepan-2-one